(S)-(1-(7-tosyl-2-((1-(3,4,5-trimethoxyphenyl)-1H-imidazol-4-yl)amino)-7H-pyrrolo[2,3-d]pyrimidin-4-yl)pyrrolidin-2-yl)methanol S(=O)(=O)(C1=CC=C(C)C=C1)N1C=CC2=C1N=C(N=C2N2[C@@H](CCC2)CO)NC=2N=CN(C2)C2=CC(=C(C(=C2)OC)OC)OC